ClC=1N=NC(=CC1)Cl 3,6-Dichloropyridazine